CC=1C(=C(SC1)NC(=O)NC(C)(C(=O)OC(C)(C)C)C)C(=O)OCC ethyl 4-methyl-2-[3-(1-methyl-1-tert-butoxycarbonylethyl) ureido]-3-thiophenecarboxylate